6-(bromomethyl)-2H-pyran-2-one BrCC1=CC=CC(O1)=O